5-{3-(cyano-methyl)-3-[4-(1H-pyrrolo[2,3-b]pyridin-4-yl)-1H-pyrazol-1-yl]azetidin-1-yl}-N-isopropyl-pyrazine-2-carboxamide C(#N)CC1(CN(C1)C=1N=CC(=NC1)C(=O)NC(C)C)N1N=CC(=C1)C1=C2C(=NC=C1)NC=C2